1-methylpiperidine-4-carboxamide CN1CCC(CC1)C(=O)N